FC(CON1NC=CC=C1)(F)F 2-(2,2,2-trifluoroethoxy)pyridazine